(2S,2'S)-2,2'-((((((2,2'-dimethyl-[1,1'-biphenyl]-3,3'-diyl)bis(azanediyl))bis(carbonyl))bis(4-cyclopropylpyridine-6,3-diyl))bis(methylene))bis(azanediyl))disuccinic acid CC1=C(C=CC=C1NC(=O)C1=CC(=C(C=N1)CN[C@H](C(=O)O)CC(=O)O)C1CC1)C1=C(C(=CC=C1)NC(=O)C1=CC(=C(C=N1)CN[C@H](C(=O)O)CC(=O)O)C1CC1)C